2-bromo-3-(5-methylthiazol-4-yl)-6-(3-phenylpropoxy)-1H-inden-1-one BrC=1C(C2=CC(=CC=C2C1C=1N=CSC1C)OCCCC1=CC=CC=C1)=O